C1=CC=CC=2C3=CC=CC=C3C(C12)COC(NCC(NCOCCOC(C(=O)O)C)=O)=O 1-(9H-fluoren-9-yl)-13-methyl-3,6-dioxo-2,9,12-trioxa-4,7-diazatetradecane-14-oic acid